4-[2-(3,3a,4,5,6,6a-hexahydro-1H-cyclopenta[c]furan-5-yl)-6-fluoro-1-(4-fluoro-3-methoxy-phenyl)-4-hydroxy-indol-3-yl]-2-hydroxy-benzoic acid C1OCC2C1CC(C2)C=2N(C1=CC(=CC(=C1C2C2=CC(=C(C(=O)O)C=C2)O)O)F)C2=CC(=C(C=C2)F)OC